CC=1N=C2N(C=C(N=C2C)C(=O)O)C1 2,8-dimethylimidazo[1,2-a]pyrazine-6-carboxylic acid